2-(imidazol-1-yl)-N-[(trans)-3-[(2,2,2-trifluoroethyl)amino]cyclobutyl]-5H,6H,7H-cyclopenta[d]pyrimidine-4-carboxamide N1(C=NC=C1)C=1N=C(C2=C(N1)CCC2)C(=O)N[C@@H]2C[C@H](C2)NCC(F)(F)F